3-(trifluoromethylphenyl)-4-quinolinecarboxamide trifluoroacetate FC(C(=O)O)(F)F.FC(F)(F)C1=C(C=CC=C1)C=1C=NC2=CC=CC=C2C1C(=O)N